C(CCCC)OC(C(=C)C)=O n-Pentylmethacrylat